P(=O)([O-])([O-])[O-].[Ca+2].[Ca+2].[Ca+2].[Na+] sodium tri-calcium phosphate